5-(2-((7-cyclopropyl-2-methyl-1,2,3,4-tetrahydroisoquinolin-6-yl)amino)-5-(trifluoromethyl)pyrimidin-4-yl)thiophene-3-carboxylic acid C1(CC1)C1=C(C=C2CCN(CC2=C1)C)NC1=NC=C(C(=N1)C1=CC(=CS1)C(=O)O)C(F)(F)F